C(CCCCCCC\C=C/CC=CCCCCC)C1(OCCC(O1)CCN(C)C)CCCCCCCC\C=C/CC=CCCCCC 2-(2,2-bis((9Z,2Z)-octadeca-9,12-dien-1-yl)-1,3-dioxan-4-yl)-N,N-dimethylethylamine